COCCC(=O)N(C)C 3-Methoxy-N,N-dimethylpropanamid